C(C1=CC=CC=C1)OC=1C2=C(N=C(N1)Cl)C(=C(N=C2)Cl)F 4-(benzyloxy)-2,7-dichloro-8-fluoropyrido[4,3-d]pyrimidine